Tert-butyl (1R,3s,5S)-3-(4-(2-(2-chlorothieno[2,3-d]pyrimidin-4-yl)cyclopropyl)-N-methylbenzamido)-8-azabicyclo[3.2.1]octane-8-carboxylate ClC=1N=C(C2=C(N1)SC=C2)C2C(C2)C2=CC=C(C(=O)N(C)C1C[C@H]3CC[C@@H](C1)N3C(=O)OC(C)(C)C)C=C2